C=CC=CCCC hept-1,3-diene